FC1=C(C(=O)C2=CC=C(C(=O)N[C@H]3[C@@H](CNC3)NC(=O)C3=C4C(=NC=C3)NC=N4)C=C2)C(=CC=C1OC)O N-[(3R,4R)-4-[4-(2-fluoro-6-hydroxy-3-methoxybenzoyl)benzamido]pyrrolidin-3-yl]-3H-imidazo[4,5-b]pyridine-7-carboxamide